tert-butyl (3R)-3-[2-bromo-6-(difluoromethoxy)phenyl]-3-{[(S)-2-methylpropane-2-sulfinyl]amino}propanoate BrC1=C(C(=CC=C1)OC(F)F)[C@@H](CC(=O)OC(C)(C)C)N[S@@](=O)C(C)(C)C